3-[(4-(5-methoxypyridine-3-yl)-6-[(5-methyl-1H-pyrazol-3-yl)amino]pyrimidin-2-yl)amino]adamantan-1-ol COC=1C=C(C=NC1)C1=NC(=NC(=C1)NC1=NNC(=C1)C)NC12CC3(CC(CC(C1)C3)C2)O